2,4,6-trioxo-1,3,5-triazine-1,3,5(2H,4H,6H)-tripropionic acid O=C1N(C(N(C(N1CCC(=O)O)=O)CCC(=O)O)=O)CCC(=O)O